C(N)(=O)C=1C(NC(C1)(C)C)(C)C 3-carbamoyl-2,2,5,5-tetramethyl-3-pyrrolin